N-[4-[5-fluoro-2-[(1-methylpyrazol-4-yl)amino]pyrimidin-4-yl]-2,3-dihydro-1H-cyclopenta[b]indol-7-yl]prop-2-enamide FC=1C(=NC(=NC1)NC=1C=NN(C1)C)N1C2=C(C=3C=C(C=CC13)NC(C=C)=O)CCC2